(S)-1-(3-bromophenyl)ethan-1-amine BrC=1C=C(C=CC1)[C@H](C)N